N(N)C1=C(C(=NN=N1)NN)NN trihydrazino-triazine